C(\C=C/C=CCCCCCCCCCCCCCCC)(=O)O z,14z-eicosadienoic acid